N1(CCCC2=CC=CC=C12)C1=NC=2N(C3=CC=C(C=C13)F)C(=NN2)C 5-(3,4-dihydroquinolin-1(2H)-yl)-7-fluoro-1-methyl-[1,2,4]triazolo[4,3-a]quinazoline